ClC1=C(C=CC(=C1)[N+](=O)[O-])F chloro-1-fluoro-4-nitrobenzene